8-bromo-1-((2r,6s)-3,4,5-trimethylpiperazin-1-yl)-[1,2,4]triazolo[4,3-a]quinoxaline BrC1=CC=C2N=CC=3N(C2=C1)C(=NN3)N3CC(N(C(C3)C)C)C